FC1=CC=C(C=C1)NC([C@@H](C)C=1C=C2CCCN(C2=CC1)C(=O)[C@H]1COCC1)=O (2S)-N-(4-fluorophenyl)-2-{1-[(3R)-oxolane-3-carbonyl]-1,2,3,4-tetrahydroquinolin-6-yl}propanamide